2-(2-methyl-2H-indazol-5-yl)-7-[1-(propan-2-yl)piperidin-4-yl]-4H-pyrido[1,2-a]pyrimidin CN1N=C2C=CC(=CC2=C1)C=1N=C2N(CC1)C=C(C=C2)C2CCN(CC2)C(C)C